C(=O)O.CN1N=NC2=C1C=CC(=C2C)C(CC(=O)O)C2=CC(=C(C=C2)C)CN2CC(OC1=C(C2)C=CC=C1)CCC 3-(1,4-dimethyl-1H-benzo[d][1,2,3]triazol-5-yl)-3-(4-methyl-3-((2-propyl-2,3-dihydrobenzo[f][1,4]oxazepin-4(5H)-yl)methyl)phenyl)propanoic acid, formic acid salt